FC=1C=C(C=CC1)NC([C@@H](C)N(C)C=1C2=C(N=C(N1)C1=NC=CC(=C1)OCCO)CCC2)=O (2R)-N-(3-fluorophenyl)-2-({2-[4-(2-hydroxyethoxy)pyridin-2-yl]-5H,6H,7H-cyclopenta[d]pyrimidin-4-yl}(methyl)amino)propanamide